CN1N=CC(=C1)C=1C=C2C=CC=NC2=CN1 6-(1-methylpyrazol-4-yl)-1,7-naphthyridin